tert-butyl (1R,2S)-2-[1-(tert-butoxycarbonyl)-3-[(5-cyclopropyl-2-ethylpyrazol-3-yl)amino]indazol-6-yl]-5'-methoxy-2'-oxospiro[cyclopropane-1,3'-indole]-1'-carboxylate C(C)(C)(C)OC(=O)N1N=C(C2=CC=C(C=C12)[C@@H]1C[C@@]12C(N(C1=CC=C(C=C21)OC)C(=O)OC(C)(C)C)=O)NC=2N(N=C(C2)C2CC2)CC